BrC1=CC(=C(C(=C1)F)N1CCN(CC1)C(=O)OC(C)(C)C)F tert-butyl 4-(4-bromo-2,6-difluoro-phenyl)piperazine-1-carboxylate